FC=1C=CC(=C(C1)C(=O)N1C[C@@H](CC[C@H]1C)OC1=NC=CC(=C1C)C#N)N1N=CC=N1 2-{[(3R,6R)-1-{[5-fluoro-2-(2H-1,2,3-triazol-2-yl)phenyl]carbonyl}-6-methylpiperidin-3-yl]oxy}-3-methylpyridine-4-carbonitrile